C(CCCCCCCCCCCC)N1CN(C=C1)C 1-tridecyl-3-methyl-Imidazole